ClC=1C=C2C(=NC=NC2=C(C1C1=C2C=NNC2=CC=C1C)F)N1CC(N(CC1)C(C=C)=O)CO 1-(4-(6-chloro-8-fluoro-7-(5-methyl-1H-indazol-4-yl)quinazolin-4-yl)-2-(hydroxymethyl)piperazin-1-yl)prop-2-en-1-one